(S)-2-((5-Amino-6-fluoro-1H-pyrrolo[3,2-b]pyridin-2-yl)methyl)-5-fluoro-1'-(isoxazol-5-ylmethyl)spiro[isoindoline-1,3'-pyrrolidine]-2',3-dione NC1=C(C=C2C(=N1)C=C(N2)CN2C(C1=CC(=CC=C1[C@@]21C(N(CC1)CC1=CC=NO1)=O)F)=O)F